N-phenyl-ortho-aminobenzoic acid C1(=CC=CC=C1)NC1=C(C(=O)O)C=CC=C1